CO[C@@H]1[C@H]([C@H]2C[C@H]3N(C[C@H]2C[C@H]1OC(C1=CC(=C(C(=C1)OC)OC)OC)=O)CCC1=C3NC3=CC=CC=C31)C(=O)OC methyl (1S,2R,3R,4aS,13bR,14aS)-2-methoxy-3-((3,4,5-trimethoxybenzoyl)oxy)-1,2,3,4,4a,5,7,8,13,13b,14,14a-dodecahydroindolo[2',3':3,4]pyrido[1,2-b]isoquinoline-1-carboxylate